purine hexafluorophosphate F[P-](F)(F)(F)(F)F.N1=CN=C2N=CNC2=C1